C(C1=CC=CC=C1)OC1=C(N2C(C3=C(C=C(C=C13)C)C1=CC=CC=C1)=NC=N2)C(=O)OC methyl 6-(benzyloxy)-8-methyl-10-phenyl-[1,2,4]triazolo[5,1-a]isoquinoline-5-carboxylate